ClC1=CC=C(C=C1)[SiH2]C1=CC=C(C=C1)Cl 1,1-bis(4-chlorophenyl)silane